7-(6-(6-(Difluoromethyl)imidazo[1,2-b]pyridazin-3-yl)pyrimidin-4-yl)hexahydroimidazo[1,5-a]pyrazin-3(2H)-one FC(C=1C=CC=2N(N1)C(=CN2)C2=CC(=NC=N2)N2CC1N(CC2)C(NC1)=O)F